3-(isoquinolin-1-yl)-1-methyl-4-(trifluoromethyl)-N-(2-(trifluoromethyl)pyridin-4-yl)-1H-pyrazole-5-carboxamide C1(=NC=CC2=CC=CC=C12)C1=NN(C(=C1C(F)(F)F)C(=O)NC1=CC(=NC=C1)C(F)(F)F)C